ClC=1C=C2C(=CNC2=CC1)CCNC(CCCC(=O)OC)=O methyl 5-((2-(5-chloro-1H-indol-3-yl)ethyl)amino)-5-oxopentanoate